2-(3,4-Difluoro-2-methoxyphenyl)acetic acid FC=1C(=C(C=CC1F)CC(=O)O)OC